COC=1C=C2C(=NC=NC2=CC1OC)OCCCCCP(O)(O)=O (5-((6,7-dimethoxyquinazolin-4-yl)oxy)pentyl)phosphonic acid